ClC1=NNC(C2=CC=CC=C12)=O 4-Chlorophthalazin-1(2H)-one